COC(=O)C1=CN(C(=C1)C1=NC=C(C=C1)C1CCNCC1)C 1-methyl-5-[5-(piperidin-4-yl)pyridin-2-yl]pyrrole-3-carboxylic acid methyl ester